S-(p-tolyl) 4-formylthiobenzoate C(=O)C1=CC=C(C(=O)SC2=CC=C(C=C2)C)C=C1